NC1=C(C=C(C=C1)CO)CO 4-amino-1,3-benzenedimethanol